ClCC1=NC=C(N=C1)C 2-(chloromethyl)-5-methylpyrazine